tert-Butyl 4-[5-chloro-1-(4-fluorophenyl)-2-isopropyl-4-(methoxymethoxy)pyrrolo[2,3-c]pyridin-3-yl]benzoate ClC=1C(=C2C(=CN1)N(C(=C2C2=CC=C(C(=O)OC(C)(C)C)C=C2)C(C)C)C2=CC=C(C=C2)F)OCOC